2,5-diaminomethyl-norbornane NCC1C2CC(C(C1)C2)CN